2-(1-((2-(3,5-dichlorophenyl)-6-(ethyl(2-(4-methylpiperazin-1-yl)pyrimidin-5-yl)amino)pyridin-4-yl)methyl)piperidin-4-yl)acetic acid ClC=1C=C(C=C(C1)Cl)C1=NC(=CC(=C1)CN1CCC(CC1)CC(=O)O)N(C=1C=NC(=NC1)N1CCN(CC1)C)CC